6-(3,5-dichloro-4-hydroxy-phenyl)-4-(1-phenylethyl-amino)quinoline-3-carbonitrile ClC=1C=C(C=C(C1O)Cl)C=1C=C2C(=C(C=NC2=CC1)C#N)NC(C)C1=CC=CC=C1